CN1C(C2C(N=C(N=C2NC2(CC2)C)NC=2C=NN(C2)C2CC3(CC(C3)C=O)C2)C=C1)=O 6-[4-[[6-methyl-4-[[1-methylcyclopropyl]amino]-5-oxo-4a,5,6,8a-tetrahydropyrido[4,3-d]pyrimidin-2-yl]amino]-1H-pyrazol-1-yl]spiro[3.3]heptane-2-carbaldehyde